C(CCCCCCC(=O)OC1=CC=C(C=C1)N)C(=O)OC1=CC=C(C=C1)N bis(4-aminophenyl) heptane-1,7-dicarboxylate